8,8-dimethyl-7-oxo-2-[5-(trifluoromethyl)furan-2-carbonyl]-2-azaspiro[3.5]non-5-ene-6-carbonitrile CC1(C(C(=CC2(CN(C2)C(=O)C=2OC(=CC2)C(F)(F)F)C1)C#N)=O)C